FC=1C=C2C(=C(NC2=C(C1)F)C1=CC=C(C=C1)F)C1CC(C1)(O)CNC(C)=O N-(((1s,3s)-3-(5,7-difluoro-2-(4-fluorophenyl)-1H-indol-3-yl)-1-hydroxycyclobutyl)methyl)acetamide